2-chloromethyl-3,5-lutidine hydrochloride Cl.ClCC1=NC=C(C=C1C)C